IC(CCO[SiH3])(I)I triiodopropoxysilane